CC1=C(OC2=C(C=C(C=C2C1=O)C)[C@@H](C)NC(OC(C)(C)C)=O)C1=CC=C2C(=N1)SC(=N2)C tert-Butyl N-[(1R)-1-[3,6-dimethyl-2-(2-methylthiazolo[5,4-b]pyridin-5-yl)-4-oxo-chromen-8-yl]ethyl]carbamate